N(C1=CC=CC=C1)C1=NC(=NC(=N1)N(CCO)CCO)NC=1C=C(C(=CC1)C=CC=1C(=CC(=CC1)NC1=NC(=NC(=N1)NC1=CC=CC=C1)N(CCO)CCO)S(=O)(=O)O)S(=O)(=O)O 4,4'-bis[(4-anilino-6-[bis(2-hydroxyethyl)amino]-1,3,5-triazin-2-yl)amino]stilbene-2,2'-disulphonic acid